ClC1=C(COC2=C(SC=C2)C(=O)NC=2C=NC=CC2)C(=CC=C1)Cl 3-(2,6-dichlorobenzyloxy)-N-(pyridin-3-yl)thiophene-2-carboxamide